2-(diethylcarbamoylamino)-4-[2-(2,2-difluorocyclopropoxy)ethyl-[4-(5,6,7,8-tetrahydro-1,8-naphthyridin-2-yl)butyl]amino]butanoic acid C(C)N(C(=O)NC(C(=O)O)CCN(CCCCC1=NC=2NCCCC2C=C1)CCOC1C(C1)(F)F)CC